(S)-2-(6-chloro-2-((R)-tetrahydrofuran-3-carbonyl)-tert-butyl 1,2,3,4-tetrahydroisoquinolin-8-yl)pyrrolidine-1-carboxylate ClC=1C=C2CCN(C(C2=C(C1)[C@H]1N(CCC1)C(=O)[O-])C(C)(C)C)C(=O)[C@H]1COCC1